tert-butyl N-[5-[[5-[(2R)-2-(2,5-difluorophenyl)pyrrolidin-1-yl]pyrazolo[1,5-a]pyrimidine-3-carbonyl]amino]pentyl]-N-methyl-carbamate FC1=C(C=C(C=C1)F)[C@@H]1N(CCC1)C1=NC=2N(C=C1)N=CC2C(=O)NCCCCCN(C(OC(C)(C)C)=O)C